tert-Butyl 2-[1-[6-methyl-2-(1-methylindazol-4-yl)-4-oxo-chromen-8-yl]ethylamino]benzoate CC=1C=C2C(C=C(OC2=C(C1)C(C)NC1=C(C(=O)OC(C)(C)C)C=CC=C1)C1=C2C=NN(C2=CC=C1)C)=O